SC(O)C1=CC=CC=C1 α-mercaptobenzenemethanol